3''-chloro-3-(2-hydroxypropan-2-yl)-5',6''-dimethyl-4''-((pyrimidin-4-yl)methoxy)-2H,2''H-[1,2':4',1''-terpyridine]-2,2''-dione ClC=1C(N(C(=CC1OCC1=NC=NC=C1)C)C1=CC(=NC=C1C)N1C(C(=CC=C1)C(C)(C)O)=O)=O